C(CCC)C1=CC(=NO1)C1=CC=C(C=C1)[N+](=O)[O-] 5-butyl-3-(4-nitrophenyl)-1,2-oxazole